C(C)C(C(=O)O)(CC=C)C ethyl-2-methyl-4-pentenoic acid